COC1=NN(C=C1)C 3-methoxy-1-methyl-1H-pyrazol